CC1=NC2=C(N1)C=C(C=C2C)NC2=NC1=C(C=CC=C1C=N2)OC2CCC(CC2)O 4-({2-[(2,4-dimethyl-1H-benzo[d]imidazol-6-yl)amino]quinazolin-8-yl}oxy)cyclohexanol